ClC1=CC=C(C=C1)[C@H](C)OC=1C=C(C=CC1NS(=O)(=O)C(F)F)C1=NNC(=C1C(=O)N)NC1=NC=CN=C1 (S)-3-(3-(1-(4-chlorophenyl)ethoxy)-4-((difluoromethyl)sulfonamido)phenyl)-5-(pyrazin-2-ylamino)-1H-pyrazole-4-carboxamide